4-((R)-2-{[6-((S)-3-methoxy-pyrrolidin-1-yl)-2-phenyl-pyrimidine-4-carbonyl]-amino}-3-phosphono-propionyl)-piperazine-1-carboxylic acid butyl ester C(CCC)OC(=O)N1CCN(CC1)C([C@H](CP(=O)(O)O)NC(=O)C1=NC(=NC(=C1)N1C[C@H](CC1)OC)C1=CC=CC=C1)=O